4-amino-6-fluoro-N,1-dimethyl-N-((3S)-6-(trifluoromethyl)-2,3-dihydro-1-benzofuran-3-yl)-1H-pyrazolo[4,3-c]quinoline-8-carboxamide NC1=NC=2C(=CC(=CC2C2=C1C=NN2C)C(=O)N([C@@H]2COC1=C2C=CC(=C1)C(F)(F)F)C)F